C(C)(C)NC(=O)C1=CC=C(C=C1)C1=CC=C2C(=N1)SC(=N2)NC(=O)C2=CN=NC=C2C2=C(C=CC=C2)OC N-(5-(4-(isopropylcarbamoyl)phenyl)thiazolo[5,4-b]pyridin-2-yl)-5-(2-methoxyphenyl)pyridazine-4-carboxamide